N1(N=CN=C1)CN1CCCCC1 1-((1H-1,2,4-triazol-1-yl)methyl)piperidine